O=C(OCOCOCOCN(C)C)N(C(CCCC)C1=CC(=CC=C1)OC)CC1=CC=C(C=C1)N(C)C 9-oxo-11-(3-methoxyphenyl)-10-(4-dimethylaminobenzyl)-2,4,6,8-tetraoxa-10-aza-pentadecyl-N,N-dimethylamine